C(C1=CC=CC=C1)(=O)NC(=O)[C@H]1CC12CCN(CC2)C(=O)[O-] (S)-1-(benzoylcarbamoyl)-6-azaspiro[2.5]octane-6-carboxylate